C(C)(C)(C)N1C(OC[C@@H]1C)(C)C 3-tert-butyl-4-methyl-(4S)-2,2-dimethyl-1,3-oxazolidine